N-(4-(2-amino-5-(3,4-dimethoxyphenyl)pyridin-3-yl)-3-fluorophenyl)-6-(4-fluorophenyl)-5,7-dioxo-2,3,5,7,11,11a-hexahydrooxazolo[3,2-a]pyrido[1,2-d]pyrazine-8-carboxamide NC1=NC=C(C=C1C1=C(C=C(C=C1)NC(=O)C=1C(C(=C2N(CC3N(C2=O)CCO3)C1)C1=CC=C(C=C1)F)=O)F)C1=CC(=C(C=C1)OC)OC